10-Desyloxy-9,10-dihydro-9-oxa-10-phosphaphenanthrene C1(=CC=CC=C1)C(=O)C(C1=CC=CC=C1)OP1OC2=CC=CC=C2C=2C=CC=CC12